benzyl ((4-((2-amino-3-fluoropropanamido)methyl)phenyl) (imino)methyl)carbamate hydrochloride Cl.NC(C(=O)NCC1=CC=C(C=C1)C(=N)NC(OCC1=CC=CC=C1)=O)CF